2-fluoro-5-(methoxymethyloxy)-N-methyl-4-(4,4,5,5-tetramethyl-1,3,2-dioxaborolan-2-yl)benzamide FC1=C(C(=O)NC)C=C(C(=C1)B1OC(C(O1)(C)C)(C)C)OCOC